CN(C1CCN(CC1)C1=CC2=C(C=3N(C(N2CC2=CC=C(C=C2)OC)=O)CC(N3)C(C)C)N=C1)C 8-[4-(dimethylamino)piperidin-1-yl]-6-(4-methoxybenzyl)-2-(propan-2-yl)-2,6-dihydroimidazo[1,2-c]pyrido[2,3-e]pyrimidin-5(3H)-one